methyl 2-bromo-5-chloro-benzoate BrC1=C(C(=O)OC)C=C(C=C1)Cl